NC1=C2NC(N(C2=NC(=N1)OCCCC)CC1=CC=C(CN2CCC(CC2)CCNC(C2=CC=C(C=C2)NC([C@H](C)NC([C@H](C(C)C)NC(CON)=O)=O)=O)=O)C=C1)=O N-(2-(1-(4-((6-amino-2-butoxy-8-oxo-7,8-dihydro-9H-purin-9-yl)methyl)benzyl)piperidin-4-yl)ethyl)-4-((S)-2-((S)-2-(2-(aminooxy)acetamido)-3-methylbutanamido)propanamido)benzamide